Trihydroxygermanium O[Ge](O)O